FC1=C2C(=CC=NC2=CC=C1)NCCCCC1=CC=CC(=N1)C=NO 6-(4-((5-fluoroquinolin-4-yl)amino)butyl)pyridinealdoxime